FC(C=1C=C(C=C(C1)C(F)(F)F)C(C(=O)N(C)C=1C(=CC(=[N+](C1)[O-])Cl)C1=C(C=CC=C1)C)(C)C)(F)F 5-(2-(3,5-bis(trifluoromethyl)phenyl)-N,2-dimethylpropionamido)-2-chloro-4-(o-tolyl)pyridine 1-oxide